5-[(1S)-1-aminoethyl]-3-cyclopropyl-1,2,4-triazol-1-yl-N,N-dimethyl-pyrimidine-4-carboxamide hydrochloride Cl.N[C@@H](C)C1=NC(=NN1C1=NC=CC(=N1)C(=O)N(C)C)C1CC1